7-Ethyl-4-(4-fluoro-3-(4-methoxy-1-(tetrahydro-2H-pyran-4-yl)-1H-benzo[d]imidazol-5-yl)phenyl)-7H-imidazo[4,5-c]pyridazine C(C)N1C=NC2=C1N=NC=C2C2=CC(=C(C=C2)F)C2=C(C1=C(N(C=N1)C1CCOCC1)C=C2)OC